N=1N(N=C2C1C=CC=C2)C=2C=C(CCN(C(O)=O)C(C)(C)C1=CC(=CC=C1)C(=C)C)C=CC2O.CC2=C(C(=C(C(=C2CC2=CC(=C(C(=C2)C(C)(C)C)O)C(C)(C)C)C)CC2=CC(=C(C(=C2)C(C)(C)C)O)C(C)(C)C)C)CC2=CC(=C(C(=C2)C(C)(C)C)O)C(C)(C)C 1,3,5-trimethyl-2,4,6-tris(3',5'-di-tert-butyl-4'-hydroxybenzyl)benzene 3-(2H-benzo[d][1,2,3]triazol-2-yl)-4-hydroxyphenethyl-(2-(3-(prop-1-en-2-yl)phenyl)propan-2-yl)carbamate